5-(2-cyclopropyl-1-(3-(oxazol-5-yl)bicyclo[1.1.1]pentan-1-yl)-1H-imidazol-4-yl)-3-(trifluoromethoxy)pyridin-2-amine C1(CC1)C=1N(C=C(N1)C=1C=C(C(=NC1)N)OC(F)(F)F)C12CC(C1)(C2)C2=CN=CO2